C1(CCCCC1)C(CC(=O)C1CCCCC1)=O 1,3-Dicyclohexylpropane-1,3-dione